5-(4-(2,6-difluoro-4-(2-methoxyethoxy)phenyl)piperazin-1-yl)-3-methyl-3,6-dihydro-7H-[1,2,3]triazolo[4,5-d]pyrimidin-7-one FC1=C(C(=CC(=C1)OCCOC)F)N1CCN(CC1)C=1NC(C2=C(N1)N(N=N2)C)=O